tert-butyl(3-(6-chloro-3-(4-(2-cyanopropan-2-yl)picolinamido)-2-fluorophenyl)-1,6-naphthyridin-7-yl)(methyl)carbamate C(C)(C)(C)OC(N(C)C1=NC=C2C=C(C=NC2=C1)C1=C(C(=CC=C1Cl)NC(C1=NC=CC(=C1)C(C)(C)C#N)=O)F)=O